N-methyl-7-(1H-pyrazol-3-yl)-N-(2,2,6,6-tetramethylpiperidin-4-yl)-5H-isochromeno[3,4-d]thiazol-2-amine CN(C=1SC2=C(N1)OCC=1C=C(C=CC12)C1=NNC=C1)C1CC(NC(C1)(C)C)(C)C